6-fluoro-1,3-dimethylimidazo[1,5-a]pyridine-7-carboxylic acid FC=1C(=CC=2N(C1)C(=NC2C)C)C(=O)O